NCC(=O)N1C(C=2N(CC1)C(=C(N2)C2=CC(=C(C=C2)F)F)NC2=CC(=C(C=C2)F)F)(C)C 2-amino-1-(2-(3,4-difluorophenyl)-3-((3,4-difluorophenyl)amino)-8,8-dimethyl-5,6-dihydroimidazo[1,2-a]pyrazin-7(8H)-yl)ethan-1-one